ethyl 2-[5-(2,1-benzoxazole-3-amido)-1,3,4-thiadiazol-2-yl]acetate N=1OC(=C2C1C=CC=C2)C(=O)NC2=NN=C(S2)CC(=O)OCC